N-((2-(2,6-dioxopiperidin-3-yl)-7-fluoro-1,3-dioxoisoindoline-5-yl)methyl)-4,9-Dioxo-4,9-dihydronaphtho[2,3-b]furan-2-carboxamide O=C1NC(CCC1N1C(C2=C(C=C(C=C2C1=O)CNC(=O)C1=CC2=C(O1)C(C1=CC=CC=C1C2=O)=O)F)=O)=O